N-(t-butoxycarbonyl)-O-propyl-L-serine C(C)(C)(C)OC(=O)N[C@@H](COCCC)C(=O)O